C(CCCCCCC)N N-octyl-amine